8-((1-(4-chloro-2-methylphenoxy)propan-2-yl)oxy)-1,3,7-trimethyl-3,7-dihydro-1H-purine-2,6-dione ClC1=CC(=C(OCC(C)OC2=NC=3N(C(N(C(C3N2C)=O)C)=O)C)C=C1)C